ClC=1C=C(C=CC1C(=O)N1CCN(CC1)C(=O)C1CCNCC1)NC(=O)C=1N(C(=CN1)C=1C(=NC(=CC1)C=1C=NNC1)F)C N-[3-chloro-4-[4-(piperidine-4-carbonyl)piperazine-1-carbonyl]phenyl]-5-[2-fluoro-6-(1H-pyrazol-4-yl)-3-pyridyl]-1-methyl-imidazole-2-carboxamide